(3aR,5r,6aS)-5-((methanesulfonyl)oxy)hexahydrocyclopenta[C]pyrrole-2(1H)-carboxylic acid tert-butyl ester C(C)(C)(C)OC(=O)N1C[C@@H]2[C@H](C1)CC(C2)OS(=O)(=O)C